(S)-2-((1-(6-Methoxy-5-(trifluoromethyl)pyridin-3-yl)pyrrolidin-2-yl)methoxy)acetic acid COC1=C(C=C(C=N1)N1[C@@H](CCC1)COCC(=O)O)C(F)(F)F